3-chloro-N-((3-chloro-4-fluorophenyl)(5-methyl-4-(methylsulfonyl)-1-((2-(trimethylsilyl)ethoxy)methyl)-1H-imidazol-2-yl)methyl)-5-fluoropyridin-2-amine ClC=1C(=NC=C(C1)F)NC(C=1N(C(=C(N1)S(=O)(=O)C)C)COCC[Si](C)(C)C)C1=CC(=C(C=C1)F)Cl